N[C@H](C1CCN(CC1)C(=O)C1CCS(CC1)(=O)=O)C1=C(C=C(C(=C1)Cl)C)O (R)-(4-(amino(5-chloro-2-hydroxy-4-methylphenyl)methyl)piperidin-1-yl)(1,1-dioxidotetrahydro-2H-thiopyran-4-yl)methanone